N-tert-Butyl-3-(2-chloro-6-methyl-4-pyridyl)-2-(3-cyanophenyl)pyrazolo[1,5-a]pyrimidine-5-carboxamidine C(C)(C)(C)NC(=N)C1=NC=2N(C=C1)N=C(C2C2=CC(=NC(=C2)C)Cl)C2=CC(=CC=C2)C#N